(R)-2-((1-(3-cyano-2-(3,3-difluoropyrrolidin-1-yl)-7-methyl-4-oxo-4H-pyrido[1,2-a]pyrimidin-9-yl)ethyl)amino)benzoic acid C(#N)C1=C(N=C2N(C1=O)C=C(C=C2[C@@H](C)NC2=C(C(=O)O)C=CC=C2)C)N2CC(CC2)(F)F